tert-butyl ((1R,4R)-4-(((E)-benzylidene)amino)cyclohexyl)(methyl)carbamate C(/C1=CC=CC=C1)=N\C1CCC(CC1)N(C(OC(C)(C)C)=O)C